[Ru].[B] boron-ruthenium